[(5-FORMYL-2-HYDROXY-3-METHOXY-BENZYL)-METHYL-AMINO]-ACETIC ACID C(=O)C=1C=C(C(=C(CN(C)CC(=O)O)C1)O)OC